(R)- or (S)-2-(1-((4-carboxyphenyl)amino)-3-cyclopropyl-1-oxopropan-2-yl)-5-(5-chloro-2-(trifluoromethyl)phenyl)pyridine 1-oxide C(=O)(O)C1=CC=C(C=C1)NC([C@H](CC1CC1)C1=[N+](C=C(C=C1)C1=C(C=CC(=C1)Cl)C(F)(F)F)[O-])=O |o1:11|